1-hydroxy-N-(4-methoxyphenyl)-6,6,9-trimethyl-3-pentyl-6H-benzo[c]chromene-2-carboxamide OC1=C2C3=C(C(OC2=CC(=C1C(=O)NC1=CC=C(C=C1)OC)CCCCC)(C)C)C=CC(=C3)C